C(#N)C1=C2C(N(C(NC2=CC=C1)=O)CC(=O)N[C@@H](C)C1=NC=C(C=C1F)C#N)=O (S)-2-(5-cyano-2,4-dioxo-1,4-dihydroquinazolin-3(2H)-yl)-N-(1-(5-cyano-3-fluoropyridin-2-yl)ethyl)acetamide